ClC=1C=C(C=CC1F)NC1=NC=NC2=CC(=C(C=C12)O[C@@H]1CC[C@@H](CC1)N(C)C(=O)N1CCN(CC1)C)OC 4-[(3-chloro-4-fluoro-phenyl)amino]-6-(cis-4-{N-[(4-methyl-piperazin-1-yl)carbonyl]-N-methyl-amino}-cyclohex-1-yloxy)-7-methoxy-quinazoline